tert-Butyl 3-(4-(2-aminoethyl)-3-cyanophenyl)-3,8-diazabicyclo[3.2.1]octane-8-carboxylate NCCC1=C(C=C(C=C1)N1CC2CCC(C1)N2C(=O)OC(C)(C)C)C#N